Cl.ClC=1C=C2C(=CNC2=CC1)NC1=NC2=C(N1NCC)C=CC(=C2)C(F)(F)F N2-(5-chloro-1H-indol-3-yl)-N1-ethyl-5-(trifluoromethyl)-1H-benzo[d]imidazole-1,2-diamine hydrochloride